ClC=1C=C(C=CC1)NC1=NC=CC(=N1)C1=CN(C2=CC=CC=C12)C N-(3-Chlorophenyl)-4-(1-methyl-1H-indol-3-yl)pyrimidin-2-amine